NC1=CC=C(C=C1)C(=O)N1CCCCC1 (4-aminophenyl)(piperidin-1-yl)methanone